(S)-(1-(4-amino-6-bromo-5-(quinolin-3-yl)-7H-pyrrolo[2,3-d]pyrimidin-7-yl)pent-4-en-2-yl)carbamic acid tert-butyl ester C(C)(C)(C)OC(N[C@H](CN1C(=C(C2=C1N=CN=C2N)C=2C=NC1=CC=CC=C1C2)Br)CC=C)=O